C(C)(C)(C)OC(=O)N1CCN(CC1)C1=NC(=NC2=CC(=C(C=C12)Cl)B1OC(C(O1)(C)C)(C)C)NC 4-[6-chloro-2-(methylamino)-7-(tetramethyl-1,3,2-dioxaborolan-2-yl)quinazolin-4-yl]Piperazine-1-carboxylic acid tert-butyl ester